N-((tetrahydro-2H-pyran-2-yl)oxy)benzamide O1C(CCCC1)ONC(C1=CC=CC=C1)=O